C(C)(C)(C)OC(=O)N1CCC(CC1)NC1=NC=NC(=C1)C(=O)N1C[C@H]([C@@H](CC1)N1CC2=CC=CC=C2CC1)O Trans-4-((6-(4-(3,4-dihydroisoquinolin-2(1H)-yl)-3-hydroxypiperidine-1-carbonyl)pyrimidin-4-yl)amino)piperidine-1-carboxylic acid tert-butyl ester